4,4'-(1,4-phenylenebis(propane-2,2-diyl))diphenol C1(=CC=C(C=C1)C(C)(C)C1=CC=C(C=C1)O)C(C)(C)C1=CC=C(C=C1)O